Methyl 2-[bis[2-(tert-butoxycarbonylamino)ethyl]amino]acetate C(C)(C)(C)OC(=O)NCCN(CC(=O)OC)CCNC(=O)OC(C)(C)C